CC(C(=O)NC=1C(=NC=C(C1)C(F)(F)F)C(=O)N)(C)C 3-(2,2-dimethylpropanoylamino)-5-(trifluoromethyl)pyridine-2-carboxamide